C1(CCC1)C=1C(=NN(C1NC(CC(C(F)(F)F)(C)C)=O)C)C1=CC=C(C=C1)OCC(F)(F)F N-(4-cyclobutyl-1-methyl-3-(4-(2,2,2-trifluoroethoxy)phenyl)-1H-pyrazol-5-yl)-4,4,4-trifluoro-3,3-dimethylbutanamide